C(C)(C)C1=C(NC2=CC=C(C=C12)OCC1CCN(CC1)C(C)C)C=1C=C(C=2N(C1)N=CN2)C 6-(3-isopropyl-5-((1-isopropylpiperidin-4-yl)methoxy)-1H-indol-2-yl)-8-methyl-[1,2,4]triazolo[1,5-a]pyridine